C1=CC=CC=2C3=CC=CC=C3C(C12)COC(=O)N([C@@H](C(=O)O)CCCCC=C)C (R)-2-((((9H-fluoren-9-yl)methoxy)carbonyl)(methyl)amino)oct-7-enoic acid